N-[4-[4-[2-(dimethylamino)acetyl]piperazine-1-carbonyl]-3-methyl-phenyl]-5-[6-(dimethylamino)-2,5-difluoro-3-pyridinyl]-1-methyl-imidazole-2-carboxamide CN(CC(=O)N1CCN(CC1)C(=O)C1=C(C=C(C=C1)NC(=O)C=1N(C(=CN1)C=1C(=NC(=C(C1)F)N(C)C)F)C)C)C